(4-(5-(6-(3-cyanopyrrolo[1,2-b]pyridazin-7-yl)-4-(isopropylamino)pyridin-3-yl)-1,3,4-thiadiazol-2-yl)bicyclo[2.2.2]oct-1-yl)carbamic acid tert-butyl ester C(C)(C)(C)OC(NC12CCC(CC1)(CC2)C=2SC(=NN2)C=2C=NC(=CC2NC(C)C)C2=CC=C1N2N=CC(=C1)C#N)=O